NC1=C(SC=2N=C(SC21)C)C(=O)NC2CC=1C=CC(=NC1CC2)N2CC(C(C2)COC)NCC 6-amino-N-{2-[3-(ethylamino)-4-(methoxymethyl)pyrrolidin-1-yl]-5,6,7,8-tetrahydroquinolin-6-yl}-2-methylthieno[2,3-d][1,3]thiazole-5-carboxamide